tert-Butyl (R)-2-(2-fluoro-6-hydroxyphenyl)-4-((S)-3-methylmorpholino)-5-oxo-7,8,10a,11-tetrahydro-5H-pyrazino[2,1-c]pyrimido[5,4-f][1,4]oxazepine-9(10H)-carboxylate FC1=C(C(=CC=C1)O)C=1N=C(C=2C(N3[C@@H](COC2N1)CN(CC3)C(=O)OC(C)(C)C)=O)N3[C@H](COCC3)C